((2R,3S,4R,5R)-5-(4-acetamidopyrrolo[2,1-f][1,2,4]triazin-7-yl)-5-cyano-4-hydroxy-3-(propionyloxy)tetrahydrofuran-2-yl)methyl (tert-butoxycarbonyl)-L-valinate C(C)(C)(C)OC(=O)N[C@@H](C(C)C)C(=O)OC[C@H]1O[C@@]([C@@H]([C@@H]1OC(CC)=O)O)(C#N)C1=CC=C2C(=NC=NN21)NC(C)=O